4,7-dibromo-2-(2-ethylhexyl)-5,6-dinitro-2H-benzo[d][1,2,3]triazole BrC1=C(C(=C(C2=NN(N=C21)CC(CCCC)CC)Br)[N+](=O)[O-])[N+](=O)[O-]